2-methyl-1-oxa-8-thia-3-aza-dibenzo[e,h]azulene CC1=NC=2C3=C(SC4=C(C2O1)C=CC=C4)C=CC=C3